C(C)(C)(C)OC(=O)N1CC2(C1)CC(C2)COS(=O)(=O)C 6-(((methylsulfonyl)oxy)methyl)-2-azaspiro[3.3]heptane-2-carboxylic acid tert-butyl ester